[2-[4-[1-(3-Methoxy-[1,2,4]triazolo[4,3-b]pyridazin-6-yl)-4-piperidyl]phenoxy]ethyl]-1,3-dimethyl-piperazin-2-one COC1=NN=C2N1N=C(C=C2)N2CCC(CC2)C2=CC=C(OCCC1(C(N(CCN1)C)=O)C)C=C2